ClC=1C=CC2=C([C@@H](C[C@H](O2)C(=O)NC23CC(C2)(C3)C3=NOC(=C3)C3=CC(=C(C=C3)Cl)F)O)C1 (2S,4R)-6-chloro-N-{3-[5-(4-chloro-3-fluorophenyl)-1,2-oxazol-3-yl]bicyclo[1.1.1]pentan-1-yl}-4-hydroxy-3,4-dihydro-2H-1-benzopyran-2-carboxamide